heptadecylcyclopropanecarboxylic acid C(CCCCCCCCCCCCCCCC)C1(CC1)C(=O)O